CC1=NC(=CC=C1N1CCN(CC1)CC=1C=CC=2C=3N(C(NC2C1F)=O)N=CC3)C(NC)=O 8-((4-(2-methyl-6-(methylcarbamoyl)pyridin-3-yl)piperazin-1-yl)methyl)-7-fluoropyrazolo[1,5-c]quinazolin-5(6H)-one